FC(OCCC1C(C2=C(C(=C(S2)NC(C)=O)C(=O)[O-])CC1)=O)F 6-[2-(difluoromethoxy)ethyl]-2-acetamido-7-oxo-4,5,6,7-tetrahydro-1-benzothiophene-3-carboxylate